O1COCC2=C1C=CC(=C2)C(C2CC1C(CN(C1)C(=O)OC(C)(C)C)C2)C2=CC1=C(OCOC1)C=C2 tert-butyl 5-(bis(4H-benzo[d][1,3]dioxin-6-yl)methyl)hexahydrocyclopenta[c]pyrrole-2(1H)-carboxylate